Zinc-aluminum-bismuth [Bi].[Al].[Zn]